FC(C1=CC=C(C=C1)S(=O)(=O)N1CC2(C1)CNC2)(F)F 2-[4-(trifluoromethyl)phenyl]Sulfonyl-2,6-diazaspiro[3.3]Heptane